Methyl 3-propyl-4-hydroxybenzoate C(CC)C=1C=C(C(=O)OC)C=CC1O